2'-chloro-adenosine Cl[C@@]1([C@@H](O[C@@H]([C@H]1O)CO)N1C=NC=2C(N)=NC=NC12)O